OCC(CO)(C)NC(=O)C1=C(SC2=C1C=C(C=C2)OCC2=C(N=CS2)C)C N-(1,3-dihydroxy-2-methylpropan-2-yl)-2-methyl-5-[(4-methyl-1,3-thiazol-5-yl)methoxy]-1-benzothiophene-3-carboxamide